BrC1=CC=C2[C@]3(CC=4C(=NOC4C2=C1)NS(=O)(=O)C1=C(C=C(C(=O)O)C=C1OC)OC)[C@H](C3)C 4-(N-((1R,2S)-8'-bromo-2-methyl-4'H-spiro[cyclopropane-1,5'-naphtho[2,1-d]isoxazol]-3'-yl)sulfamoyl)-3,5-dimethoxybenzoic acid